NCC1CCN(CC1)C1=CC=C(CNC(=O)NC=2SC=C(N2)C(C)(C)C2=CC=C(C=C2)Br)C=C1 1-(4-(4-(aminomethyl)piperidin-1-yl)benzyl)-3-(4-(2-(4-bromophenyl)propan-2-yl)thiazol-2-yl)urea